C(C)(C)(C)OC(=O)N1CC(C1)COC1=C(C=C(C=C1)B1OC(C(O1)(C)C)(C)C)F.CC1=C(C(=CC=C1)C)C1=CC2=C(C=CS2)S1 2-(2,6-dimethylphenyl)thienothiophene tert-Butyl-3-((2-fluoro-4-(4,4,5,5-tetramethyl-1,3,2-dioxaborolan-2-yl)phenoxy)methyl)azetidine-1-carboxylate